(R)-N-(1-Benzylpyrrolidin-3-yl)-6-morpholinopyridine-3-sulfonamide C(C1=CC=CC=C1)N1C[C@@H](CC1)NS(=O)(=O)C=1C=NC(=CC1)N1CCOCC1